C[C@H]1CN(C[C@H](N1)C)C1=CC=C(C2=CC=CC=C12)NC(=O)C1=C(C2=CN(N=C2C=C1)C)F N-(4-((3S,5R)-3,5-dimethylpiperazin-1-yl)naphthalen-1-yl)-4-fluoro-2-methyl-2H-indazole-5-carboxamide